[C@H]12COC[C@@H]2C1NC(=O)C1=CC(=NN1C(CO)C1=CC(=CC=C1)Cl)C(=O)NC (+/-)-N5-((1R,5S,6r)-3-Oxabicyclo[3.1.0]hexan-6-yl)-1-(1-(3-chlorophenyl)-2-hydroxyethyl)-N3-methyl-1H-pyrazole-3,5-dicarboxamide